1-(2,2-Difluoropropyl)-7-methoxy-1H-pyrazolo[4,3-c]pyridin-6-amine 2,2,2-trifluoroacetate FC(C(=O)O)(F)F.FC(CN1N=CC=2C=NC(=C(C21)OC)N)(C)F